4-([1,1'-biphenyl]-3-ylamino)but-2-en-1-ol C1(=CC(=CC=C1)NCC=CCO)C1=CC=CC=C1